N[C@H]([C@H](O)C1=CC=CC2=CC=CC=C12)C1=CC=CC2=CC=CC=C12 (1R,2S)-2-amino-1,2-bis(1-naphthyl)ethanol